Cl.CNC1CC2=C(C(=CS2)C)CC1 N,3-dimethyl-4,5,6,7-tetrahydrobenzothiophen-6-amine hydrochloride